C(C)(C)C=1C=C(CN2CCN(CC2)CC2=CC(=C(OC(C(=O)OCC)(C)C)C(=C2)C)C)C=CC1C(F)(F)F Ethyl 2-(4-((4-(3-isopropyl-4-(trifluoromethyl) benzyl) piperazin-1-yl) methyl)-2,6-dimethylphenoxy)-2-methylpropionate